C(CCC\C=C/CC)OC(CCC(=O)OCC1=CC(=CC(=C1)COC(NCCN1CCCC1)=O)COC(CCC(OCCCC\C=C/CC)OCCCC\C=C/CC)=O)OCCCC\C=C/CC (5-((((2-(pyrrolidin-1-yl)ethyl)carbamoyl)oxy)methyl)-1,3-phenylene)bis(methylene) bis(4,4-bis(((Z)-oct-5-en-1-yl)oxy)butanoate)